[N+](=O)([O-])C1=C(C=CC=C1)S(=O)(=O)OC(C(=O)NC=1N=C2N(C1)C(CC2)C2=CC(=CC(=C2)F)F)C 1-((5-(3,5-difluorophenyl)-6,7-dihydro-5H-pyrrolo[1,2-a]imidazol-2-yl)amino)-1-oxopropan-2-yl 2-nitrobenzenesulfonate